FC=1C(=NC(=NC1)N[C@@H]1CC[C@H](CC1)C(=O)O)C1=CC(=CC=C1)C1=CC(NC=C1)=O trans-4-((5-fluoro-4-(3-(2-oxo-1,2-dihydropyridin-4-yl)phenyl)pyrimidin-2-yl)amino)cyclohexane-1-carboxylic acid